4,5-dimethoxy-1-cyano-benzocyclobutane COC1=CC2=C(C(C2)C#N)C=C1OC